2-(3-(4-chlorophenyl)-5-(trifluoromethyl)-1H-pyrazol-1-yl)thiazole-4-carboxylic acid ClC1=CC=C(C=C1)C1=NN(C(=C1)C(F)(F)F)C=1SC=C(N1)C(=O)O